C(C)C=1N=C2N(C=C(C=C2)C2CCN(CC2)CC(=O)N2CC(C2)CO)C1N(C)C=1SC(=C(N1)C1=CC=C(C=C1)F)CO 2-(4-(2-ethyl-3-((4-(4-fluorophenyl)-5-(hydroxymethyl)thiazol-2-yl)(methyl)amino)imidazo[1,2-a]pyridin-6-yl)piperidin-1-yl)-1-(3-(hydroxymethyl)azetidin-1-yl)ethanone